C(C)(C)C=1C(=NNC1C=1C=C(C=2N(C1)N=CN2)OC)C=2SC(=C(N2)C)N2CC1(C2)CN(C1)CCOC 2-(4-isopropyl-5-(8-methoxy-[1,2,4]triazolo[1,5-a]pyridin-6-yl)-1H-pyrazol-3-yl)-5-(6-(2-methoxyethyl)-2,6-diazaspiro[3.3]hept-2-yl)-4-methylthiazole